cyclohexyl-acrylic acid C1(CCCCC1)C(C(=O)O)=C